C(C)(C)(C)C=1C=C(C=C(C1O)C(C)(C)C)C(=O)C=1C=C(C=CC1)C (3,5-di-tert-butyl-4-hydroxyphenyl)(m-tolyl)methanone